(Z)-6-((2,6-dimethoxybenzyl)sulfonyl)-2-(4-hydroxy-3-nitrobenzylidene)-2H-benzo[b][1,4]thiazin-3(4H)-one COC1=C(CS(=O)(=O)C2=CC3=C(S\C(\C(N3)=O)=C/C3=CC(=C(C=C3)O)[N+](=O)[O-])C=C2)C(=CC=C1)OC